l-1-((7-cyano-2-(3'-(3-((l-3-hydroxypyrrolidin-1-yl)methyl)-1,7-naphthyridin-8-ylamino)-2,2'-dimethylbiphenyl-3-yl)benzo[d]oxazol-5-yl)methyl)pyrrolidine-3-carboxylic acid C(#N)C1=CC(=CC=2N=C(OC21)C=2C(=C(C=CC2)C2=C(C(=CC=C2)NC=2N=CC=C1C=C(C=NC21)CN2CC(CC2)O)C)C)CN2CC(CC2)C(=O)O